5-bromo-2-tert-butyl-3-fluoro-2H-pyrazolo[3,4-b]pyridine BrC1=CC=2C(N=C1)=NN(C2F)C(C)(C)C